[1-[3-[1-[[3,5-bis(trifluoromethyl)benzoyl]amino]ethyl]pyrazin-2-yl]pyrazol-4-yl]ammonium chloride [Cl-].FC(C=1C=C(C(=O)NC(C)C=2C(=NC=CN2)N2N=CC(=C2)[NH3+])C=C(C1)C(F)(F)F)(F)F